(2R,6S)-2,6-Dimethylmorpholine C[C@@H]1CNC[C@@H](O1)C